ClC1=NN=C(C2=CC=CC=C12)N[C@H]1CN(CCC1)C(=O)OC(C)(C)C tert-butyl (3R)-3-[(4-chlorophthalazin-1-yl)amino]piperidine-1-carboxylate